FC1=C(C=C(C=C1)C=1N=NN(N1)CC1=C(C=CC(=C1)OC(F)(F)F)F)[C@@](CS(=O)(=O)N)(C)O |o1:25| (R or S)-2-(2-fluoro-5-(2-(2-fluoro-5-(trifluoromethoxy)benzyl)-2H-tetrazol-5-yl)phenyl)-2-hydroxypropane-1-sulfonamide